ClC=1C=C(C=CC1Cl)C=1N=C(SC1SC(C)C)N1N=C(C(=C1C(=O)O)C1=CC(=CC=C1)C(F)(F)F)C 1-(4-(3,4-dichlorophenyl)-5-(isopropylsulfanyl)thiazol-2-yl)-3-methyl-4-(3-(trifluoromethyl)phenyl)-1H-pyrazole-5-carboxylic acid